N-cyano-2-(3,5-xylyl)benzimidazole C(#N)N1C(=NC2=C1C=CC=C2)C2=CC(=CC(=C2)C)C